2-hydrazino-1,3-thiazole-5-carboxylic acid methyl ester COC(=O)C1=CN=C(S1)NN